FC1CC(NC1)C(=O)N[C@H](C1=CC=C(C=C1)C(C)C)C1=CC=CC=C1 4-fluoro-N-[(S)-phenyl[4-(propan-2-yl)phenyl]methyl]pyrrolidine-2-carboxamide